FCCCN1CC(C1)=CB1OC(C(O1)(C)C)(C)C 1-(3-fluoropropyl)-3-((4,4,5,5-tetramethyl-1,3,2-dioxaborolan-2-yl)methylene)azetidine